N,N-Phthaloylhydrazine C1=CC=C2C(=C1)C(=O)N(C2=O)N